3-{2-fluoro-5-[(5-fluoro-1,3-benzothiazol-4-yl)methoxy]-4-methoxyphenyl}-2,4-dioxo-1H-thieno[3,4-d]pyrimidine-5-carboxylic acid FC1=C(C=C(C(=C1)OC)OCC1=C(C=CC2=C1N=CS2)F)N2C(NC=1C(C2=O)=C(SC1)C(=O)O)=O